FC=1C=CC(=C(C1)C1=NNC=N1)OC 3-(5-Fluoro-2-methoxyphenyl)-1H-1,2,4-triazole